(S)-N-(piperidin-3-yl)-4-(1H-pyrrolo[2,3-b]pyridin-4-yl)-3,4-dihydro-2H-1,4-thiazine-6-carboxamide hydrochloride Cl.N1C[C@H](CCC1)NC(=O)C1=CN(CCS1)C1=C2C(=NC=C1)NC=C2